C1=CC=CC=2C3=CC=CC=C3C(C12)COC(=O)N[C@H](C(=O)N[C@H](C(=O)O)CCC(=O)OC)CCCCNC(\C=C\C=1C=NC=CC1)=O (2S)-2-[(2S)-2-{[(9H-fluoren-9-ylmethoxy)carbonyl]amino}-6-[(2E)-3-(pyridin-3-yl)prop-2-enamido]hexanamido]-5-methoxy-5-oxopentanoic acid